ClC1=C(C=CC(=C1)C)[C@@H](C)NC1=CC(=NC=2N1N=CN2)N2CC(C2)[C@@H]2CN(CCC2)O (R)-3-(1-(7-(((R)-1-(2-chloro-4-methylphenyl)ethyl)amino)-[1,2,4]triazolo[1,5-a]pyrimidin-5-yl)azetidin-3-yl)piperidin-1-ol